(2-Amino-[1,1'-biphenyl]-3-yl)pyrrolidine-1-carbonitrile NC1=C(C=CC=C1C1N(CCC1)C#N)C1=CC=CC=C1